Cl.N[C@@H](C)C1=C(N=C(O1)C1=CC(=C(C=C1)OC(F)F)OCC1CC1)CNC(=O)C=1C(=C(C(=O)OC)C=CC1)F methyl (S)-3-(((5-(1-aminoethyl)-2-(3-(cyclopropylmethoxy)-4-(difluoromethoxy) phenyl) oxazol-4-yl) methyl) carbamoyl)-2-fluorobenzoate hydrochloride